8-(2-Chlorophenyl)-9-(5-((1-(3-fluoropropyl)azetidin-3-yl)methyl)pyridin-2-yl)-6,7-dihydro-5H-benzo[7]annulen ClC1=C(C=CC=C1)C=1CCCC2=C(C1C1=NC=C(C=C1)CC1CN(C1)CCCF)C=CC=C2